tert-butyl (1-(5-bromo-3-(hydroxymethyl)-6-methylpyrazin-2-yl)-4-methylpiperidin-4-yl)carbamate BrC=1N=C(C(=NC1C)N1CCC(CC1)(C)NC(OC(C)(C)C)=O)CO